O=C1NC(CCC1N1C(C2=CC=CC(=C2C1=O)OCCCCCN1CCN(CC1)C1=NC=C(C=C1)NC1=NN2C(C=N1)=CC=C2C2=CC=C(C=C2)OC(F)(F)F)=O)=O 2-(2,6-dioxopiperidin-3-yl)-4-((5-(4-(5-((7-(4-(trifluoromethoxy)phenyl)pyrrolo[2,1-f][1,2,4]triazin-2-yl)amino)pyridin-2-yl)piperazin-1-yl)pentyl)oxy)isoindoline-1,3-dione